(E)-2-cyano-3-cyclopropylacryloyl chloride C(#N)/C(/C(=O)Cl)=C\C1CC1